ClC=1C=CC2=C(C[C@@H](C3=NC=CC=C3O2)CNC)C1 |o1:7| (R*)-(8-chloro-10,11-dihydrobenzo[6,7]oxepino[3,2-b]pyridin-11-yl)-N-methylmethanamine